CC1(C2(C(N(C(N2C)=O)C)=O)CCNC1)C tetramethyl-1,3,8-triazaspiro[4.5]decane-2,4-dione